bis[(1,1'-biphenyl)-2-yl]silane C1(=C(C=CC=C1)[SiH2]C1=C(C=CC=C1)C1=CC=CC=C1)C1=CC=CC=C1